FC(C=1C(=C(C=CC1)[C@@H](C)NC=1C=2C(N=C(N1)C)=CC(N(C2)C2(CC2)CF)=O)F)F (R)-4-((1-(3-(Difluoromethyl)-2-fluorophenyl)ethyl)amino)-6-(1-(fluoromethyl)cyclopropyl)-2-methylpyrido[4,3-d]pyrimidine-7(6H)-one